(R,E)-2-cyano-3-(4-methyl-5-(1-methyl-1H-pyrazol-4-yl)-1H-pyrrolo[2,3-b]pyridin-3-yl)-N-(1-phenylethyl)acrylamide C(#N)/C(/C(=O)N[C@H](C)C1=CC=CC=C1)=C\C1=CNC2=NC=C(C(=C21)C)C=2C=NN(C2)C